CN(C/C=C/C(=O)N1CCC(CC1)CC(=O)[O-])C.[Li+] lithium (E)-2-(1-(4-(dimethylamino)but-2-enoyl)piperidin-4-yl)acetate